C1(CC1)CC(C(=O)O)NC(C(=O)NC1=C(C=CC=C1)F)=O 3-cyclopropyl-2-(2-((2-fluorophenyl)amino)-2-oxoacetamido)propanoic acid